1-amino-5-(2-chlorophenyl)pyrrolidin-2-one NN1C(CCC1C1=C(C=CC=C1)Cl)=O